N-[(4-cyano-2-pyridyl)methyl]-4-(1,7-diaza-7-spiro[4.4]nonyl)-5-(3,5-difluorophenyl)nicotinamide C(#N)C1=CC(=NC=C1)CNC(C1=CN=CC(=C1N1CC2(CCCN2)CC1)C1=CC(=CC(=C1)F)F)=O